6-(6-(4-(2-(2-((3r,5r,7r)-adamantan-1-yl)acetamido)ethyl)piperazin-1-yl)pyridin-3-yl)-1-isopropyl-N-((6-methyl-2-oxo-4-propyl-1,2-dihydropyridin-3-yl)methyl)-1H-indazole-4-carboxamide C12(CC3CC(CC(C1)C3)C2)CC(=O)NCCN2CCN(CC2)C2=CC=C(C=N2)C=2C=C(C=3C=NN(C3C2)C(C)C)C(=O)NCC=2C(NC(=CC2CCC)C)=O